ClC=1C=NC(=NC1)N1CCC(CC1)CCCOC1=CC(=C(C=C1)CC(=O)N1C[C@@H](CC1)CNC[C@@H]([C@H]([C@@H]([C@@H](CO)O)O)O)O)F 2-[4-[3-[1-(5-chloropyrimidin-2-yl)-4-piperidyl]propoxy]-2-fluoro-phenyl]-1-[(3S)-3-[[[(2S,3R,4R,5R)-2,3,4,5,6-pentahydroxyhexyl]amino]methyl]pyrrolidin-1-yl]ethanone